3-methyl-8-(2-methyl-4-nitrophenyl)-3,8-diazabicyclo[3.2.1]octane CN1CC2CCC(C1)N2C2=C(C=C(C=C2)[N+](=O)[O-])C